5-methyl-2-((S)-2-methylazetidin-1-yl)-6-(trifluoromethyl)pyrimidin CC=1C=NC(=NC1C(F)(F)F)N1[C@H](CC1)C